diethyl 2-(5-fluoro-6-hydroxy-7-methoxyquinoline-2-carbonyl)succinate FC1=C2C=CC(=NC2=CC(=C1O)OC)C(=O)C(C(=O)OCC)CC(=O)OCC